(8aR)-Hexahydropyrrolo[1,2-a]pyrazin-6(2H)-one hydrochloride Cl.C1[C@@H]2N(CCN1)C(CC2)=O